(E)-4-hexenyl acetate C(C)(=O)OCCC\C=C\C